N1N=C(C=C1)CC=1SC2=C(N(C=3C(N(N=CC32)CC3=NC2=CC=CC=C2C=C3)=O)C)N1 2-((1H-pyrazol-3-yl)methyl)-4-methyl-6-(quinolin-2-ylmethyl)-4,6-dihydro-5H-thiazolo[5',4':4,5]pyrrolo[2,3-d]pyridazin-5-one